(R)-N-(azepan-3-yl)-4-(9H-purin-6-yl)-3,4-dihydro-2H-1,4-thiazine-6-carboxamide hydrochloride Cl.N1C[C@@H](CCCC1)NC(=O)C1=CN(CCS1)C1=C2N=CNC2=NC=N1